CC1=C(N=C(O1)C1=CC=C(C=C1)NC(C(C)C)=O)CC1=CC=C(C=C1)OC1=CC=CC=C1 N-(4-(5-methyl-4-(4-phenoxybenzyl)oxazol-2-yl)phenyl)isobutyramide